C(#N)C=1C=C(C=NC1N1N=CC=N1)NC(=O)C=1C=NN(C1C(F)(F)F)C1=C(C=NC=C1)C#N N-(5-cyano-6-(2H-1,2,3-triazol-2-yl)pyridin-3-yl)-1-(3-cyanopyridin-4-yl)-5-(trifluoromethyl)-1H-pyrazole-4-carboxamide